methyl-2-(4-((5-chloro-3-fluoropyridin-2-yl)oxy)phenyl)-2H-tetrazole-5-carbaldehyde CC(=O)C=1N=NN(N1)C1=CC=C(C=C1)OC1=NC=C(C=C1F)Cl